S(=O)(=O)(O)CCCC[N+]1=CC=C(C=C1)C=CC=CC=CC1=CC=C(C=C1)N(CCCC)CCCC N-(4-Sulfobutyl)-4-(6-(4-(Dibutylamino)phenyl)hexatrienyl)Pyridinium